undecylfluorobutylamine C(CCCCCCCCCC)NCCCCF